2-(10-acryloyl-3-(8-ethynyl-3-hydroxynaphthalen-1-yl)-4-fluoro-7-methyl-8-oxo-8,8a,9,10,11,12-hexahydro-7H-pyrazino[1',2':4,5]pyrazino[2,3-c][1,6]naphthyridin-11-yl)acetonitrile C(C=C)(=O)N1CC2N(C3=C(C=NC4=C(C(=NC=C34)C3=CC(=CC4=CC=CC(=C34)C#C)O)F)N(C2=O)C)CC1CC#N